2-(4-(6-((4-Cyano-2-fluorobenzyl)oxy)pyridin-2-yl)-2-(methylsulfonyl)benzyl)-1-(2-methoxyethyl)-1H-benzo[d]imidazole-6-carboxylic acid C(#N)C1=CC(=C(COC2=CC=CC(=N2)C2=CC(=C(CC3=NC4=C(N3CCOC)C=C(C=C4)C(=O)O)C=C2)S(=O)(=O)C)C=C1)F